N-(1-Acryloylazetidin-3-yl)-2-((5-(tert-butyl)-4-chloro-2-hydroxyphenyl)(hydroxy)methyl)-1,4-dimethyl-1H-imidazole-5-carboxamide C(C=C)(=O)N1CC(C1)NC(=O)C1=C(N=C(N1C)C(O)C1=C(C=C(C(=C1)C(C)(C)C)Cl)O)C